(6R)-17-amino-12,12-dimethyl-6,15-bis(trifluoromethyl)-19-oxa-3,4,13,18-tetraazatricyclo[12.3.1.12,5]nonadec-1(18),2,4,14,16-pentaene-6,10-diol NC1=CC(=C2NC(CC(CCC[C@](C3=NN=C(C1=N2)O3)(O)C(F)(F)F)O)(C)C)C(F)(F)F